OC12CC(NC3=NC(=CC=C13)Br)C2 4-hydroxy-7-bromo-1,2,3,4-tetrahydro-2,4-methylene-1,8-naphthyridine